[Co]=O.[Mn].[Ni] Nickel-Manganese-Cobalt-Oxide